1-acetyl-7-ethenyl-3,3-dimethyl-2H-pyrrolo[3,2-b]pyridine-5-carbonitrile C(C)(=O)N1CC(C2=NC(=CC(=C21)C=C)C#N)(C)C